N-(2-ethylhexyl)-2-cyano-3-(4-hydroxybenzyloxy)-pyridin-4-one C(C)C(CN1C(=C(C(C=C1)=O)OCC1=CC=C(C=C1)O)C#N)CCCC